methyl 4-((4-(dimethylcarbamoyl)phenyl)amino)-3-(2-methyl-2H-tetrazol-5-yl)benzoate CN(C(=O)C1=CC=C(C=C1)NC1=C(C=C(C(=O)OC)C=C1)C=1N=NN(N1)C)C